O=C1NC(CCC1N1C(C2=CC=C(C=C2C1)NC(NC(C)(C)C1=CC=C(C(=O)O)C=C1)=O)=O)=O 4-(2-(3-(2-(2,6-dioxopiperidin-3-yl)-1-oxoisoindolin-5-yl)ureido)propan-2-yl)benzoic acid